rac-tert-butyl (3R,4S)-4-((6-chloropyrazin-2-yl)oxy)-3-fluoro-3-methylpiperidine-1-carboxylate ClC1=CN=CC(=N1)O[C@@H]1[C@](CN(CC1)C(=O)OC(C)(C)C)(C)F |r|